6-(4-amino-4-(3-chlorophenyl)piperidin-1-yl)-3-(2,3-dichlorophenyl)-1H-pyrazolo[3,4-d]pyrimidine-4-carbonitrile NC1(CCN(CC1)C1=NC(=C2C(=N1)NN=C2C2=C(C(=CC=C2)Cl)Cl)C#N)C2=CC(=CC=C2)Cl